(2E)-3-({4-[(tert-butoxycarbonyl)amino]phenyl}carbamoyl)prop-2-enoic acid C(C)(C)(C)OC(=O)NC1=CC=C(C=C1)NC(=O)/C=C/C(=O)O